BrC1=C(C(=O)OC)C=C(C=C1)C(F)(F)F methyl 2-bromo-5-(trifluoromethyl)benzoate